6-(methoxymethyl)-6-methylpiperidine-2,4-dione COCC1(CC(CC(N1)=O)=O)C